4-{3-chloro-7H-pyrrolo[2,3-c]pyridazin-7-yl}-1-methylpiperidine hydrochloride Cl.ClC1=CC2=C(N=N1)N(C=C2)C2CCN(CC2)C